2,5-dicarboxylaniline C(=O)(O)C1=C(N)C=C(C=C1)C(=O)O